FC(C(=O)O)(F)F.FC1=C(C=CC(=C1)F)S(=O)(=O)NC=1C(=NC=C(C1)C1=CC2=C(N=CN=C2N2CCNCC2)C=N1)OC 2,4-difluoro-N-(2-methoxy-5-(4-(piperazin-1-yl)pyrido[3,4-d]pyrimidin-6-yl)pyridin-3-yl)benzenesulfonamide trifluoroacetate